COC1=CC=C(C=C1)C1=NC(=NC(=N1)C(Cl)(Cl)Cl)C(Cl)(Cl)Cl 2-(p-methoxyphenyl)-4,6-bis(trichloromethyl)-1,3,5-triazine